(S)-N6-(1-(benzo[b]thiophen-4-yl)piperidin-4-yl)-N6-propyl-4,5,6,7-tetrahydrobenzo[d]Thiazole-2,6-diamine S1C2=C(C=C1)C(=CC=C2)N2CCC(CC2)N([C@@H]2CC1=C(N=C(S1)N)CC2)CCC